α-bromomethylenedioxypropiophenone BrC1OC(C(=O)C2=CC=CC=C2)CO1